C(C)OC(=O)C=1C(NN=C(C1)C1=CC=C(C=C1)C#N)=O.OC(CC[Si](OCC)(OCC)OCC)(C(F)(F)F)C(F)(F)F 3-hydroxy-3,3-bis(trifluoro-methyl)propyltriethoxysilane Ethyl-6-(4-cyanophenyl)-3-oxo-2,3-dihydropyridazine-4-carboxylate